tert-Butyl N-[2-[(2S)-2-(tert-butoxycarbonylamino)propyl]-5-chloro-3-methyl-thieno[3,2-b]pyridin-7-yl]-N-(2-thienylmethyl)carbamate C(C)(C)(C)OC(=O)N[C@H](CC1=C(C2=NC(=CC(=C2S1)N(C(OC(C)(C)C)=O)CC=1SC=CC1)Cl)C)C